6-((4-(6-Cyano-7-(dimethylphosphoryl)-1H-indol-3-yl)-5-(trifluoromethyl)pyrimidin-2-yl)amino)-2-Azaspiro[3.3]heptane-2-carboxylic acid 2-hydroxyethyl ester OCCOC(=O)N1CC2(C1)CC(C2)NC2=NC=C(C(=N2)C2=CNC1=C(C(=CC=C21)C#N)P(=O)(C)C)C(F)(F)F